rac-(7S)-7-tert-butyl-N-[rac-(1R)-3-(4-hydroxypiperidin-1-ium-1-yl)-1-(4-isoxazol-4-ylphenyl)propyl]-5,6,7,8-tetrahydrothiazolo[5,4-b]quinoline-2-carboxamide C(C)(C)(C)[C@@H]1CC=2C=C3C(=NC2CC1)SC(=N3)C(=O)N[C@H](CC[NH+]3CCC(CC3)O)C3=CC=C(C=C3)C=3C=NOC3 |r|